(S)-6-(3-amino-2-methylpropyl)-2-chloro-N-(furan-2-ylmethyl)-7-methylthieno[3,2-d]pyrimidin-4-amine NC[C@H](CC1=C(C=2N=C(N=C(C2S1)NCC=1OC=CC1)Cl)C)C